C(OC(C)(C)C)(OC1=C(C=CC2=C1C[C@H]1CCCN([C@@H]1C2)CCC)O[Si](C(C)C)(C(C)C)C(C)C)=O tert-Butyl ((4aR,10aR)-1-propyl-7-((triisopropylsilyl)oxy)-1,2,3,4,4a,5,10,10a-octahydrobenzo[g]quinolin-6-yl) carbonate